N1=CC=C(C=C1)C1=NNC=N1 3-(pyridin-4-yl)-1H-1,2,4-triazol